O=C(C=CC1=CC=C(C=C1)NC(=O)NC1=C(C=CC=C1)C(F)(F)F)N1CCC=CC1=O (4-(3-oxo-3-(6-oxo-3,6-dihydropyridin-1(2H)-yl)prop-1-en-1-yl)phenyl)-3-(2-(trifluoromethyl)phenyl)urea